C(C(=C)C)(=O)NCCOC(NCC1=CC=C(C=C1)CN1C(=NC=2C(=NC=3C=CC=CC3C21)N)C2OCC2)=O 4-((4-amino-2-(oxetan-2-yl)-1H-imidazo[4,5-c]Quinolin-1-yl)methyl)benzylcarbamic acid 2-methacrylamidoethyl ester